cerous glycinate NCC(=O)[O-].[Ce+3].NCC(=O)[O-].NCC(=O)[O-]